C(C)(C)(C)OC(NC(CNCC(=O)C=1C=NN(C1)CC1=CC=CC=C1)(C)C)=O (1-((2-(1-benzyl-1H-pyrazol-4-yl)-2-oxoethyl)amino)-2-methylpropan-2-yl)carbamic acid tert-butyl ester